FC(CC=1C(=NC(=NC1OC)NS(=O)(=O)C1=CNC2=C(C=CC=C12)C=1N(C=CN1)C)OC)F N-[5-(2,2-difluoroethyl)-4,6-dimethoxy-pyrimidin-2-yl]-7-(1-methylimidazol-2-yl)-1H-indole-3-sulfonamide